2,4-dimethylphenylacetate CC1=C(C=CC(=C1)C)CC(=O)[O-]